6-[3-(Difluoromethoxy)-4-fluoro-phenyl]-1-[(3,5-difluorophenyl)methyl]pyrazolo[4,3-b]pyridine FC(OC=1C=C(C=CC1F)C=1C=C2C(=NC1)C=NN2CC2=CC(=CC(=C2)F)F)F